Cl.N1(CCOCC1)C1=CC=CC(=N1)C1CC(C1)C1=CC(=NC=C1)CN (4-(3-(6-morpholinylpyridin-2-yl)cyclobutyl)pyridin-2-yl)methylamine hydrochloride